propargyl-5,8-dideazafolate C(C#C)OC(CC[C@@H](C(=O)O)NC(=O)C1=CC=C(NCC2=CC=C3N=C(N)NC(=O)C3=C2)C=C1)=O